N[C@@H]1C[C@@H](CC1)C(=O)N1CCN(CC1)C(=O)C1=C(C=C(NC=2C=3N(C=CN2)C(=CN3)C=3C(=NN(C3)CC#N)C(F)(F)F)C=C1)Cl 2-[4-[8-[4-[4-[(1R,3S)-3-aminocyclopentanecarbonyl]piperazine-1-carbonyl]-3-chloroanilino]imidazo[1,2-a]pyrazin-3-yl]-3-(trifluoromethyl)pyrazol-1-yl]acetonitrile